COC(C)(C)C1=CC=C(C#N)C=C1 4-(1-methoxy-1-methyl-ethyl)benzonitrile